2-(4-oxoquinazolin-3(4H)-yl)ethyl (N-(((2R,3S,4R,5R)-5-(6-amino-9H-purin-9-yl)-3,4-dihydroxytetrahydrofuran-2-yl)methyl)sulfamoyl)carbamate NC1=C2N=CN(C2=NC=N1)[C@H]1[C@@H]([C@@H]([C@H](O1)CNS(=O)(=O)NC(OCCN1C=NC2=CC=CC=C2C1=O)=O)O)O